C(C)NC(=O)NCCCN(C)C 1-ethyl-3-(3-dimethylaminopropyl)-urea